C(C=C)(=O)N1CC2=CC=CC(=C2C(C1)(F)F)C1=C2C(=C(NC2=C(C=C1F)C(=O)N)C)C 4-(2-acryloyl-4,4-bisFluoro-1,2,3,4-tetrahydroisoquinolin-5-yl)-5-fluoro-2,3-dimethyl-1H-indole-7-carboxamide